FC=1C(=CC=C2C(N3N(C12)COCC3)=O)NC3=NC=C(C(=N3)N[C@H](C([2H])([2H])O)C3=CC=C(C=C3)F)C=3OC=NN3 (S)-10-fluoro-9-((4-((1-(4-fluorophenyl)-2-hydroxyethyl-2,2-d2)amino)-5-(1,3,4-oxadiazol-2-yl)pyrimidin-2-yl)amino)-3,4-dihydro-1H,6H-[1,3,4]oxadiazino[3,4-a]indazol-6-one